C(C)C1=CC2=C(C(C=3NC4=CC(=CC=C4C3C2=O)C#N)(C)C)C=C1N1CCC(CC1)OCCOC 9-Ethyl-8-[4-(2-methoxy-ethoxy)-piperidine-1-yl]6,6-dimethyl-11-oxo-6,11-dihydro-5H-benzo[b]carbazole-3-carbonitrile